C1(CCCCC1)CCC(=O)OC(CSCCCCCC(CCCCCSCC(CCCCCC)OC(CCC1CCCCC1)=O)NCCCCO[Si](C1=CC=CC=C1)(C1=CC=CC=C1)C(C)(C)C)CCCCCC ((6-((4-(tert-butyl diphenylsilyl-oxy)butyl)amino)undecane-1,11-diyl)bis(sulfanediyl))bis-(octane-1,2-diyl) bis(3-cyclohexyl-propanoate)